O=C1CC[C@@H](N1)C(=O)NCCCC(NC=1SC2=C(N1)C=CC(=C2)OC(F)(F)F)=O (R)-5-oxo-N-(4-oxo-4-((6-(trifluoromethoxy)benzo[d]thiazol-2-yl)amino)butyl)pyrrolidine-2-carboxamide